COC=1C=C(C=CC1OC)C#CC(C)=O 4-(3,4-dimethoxyphenyl)-3-butyn-2-one